2-phenoxybenzoic acid [(5-methyl-2-furanyl)methylene] hydrazide CC1=CC=C(O1)C=NNC(C1=C(C=CC=C1)OC1=CC=CC=C1)=O